OC1CCN(CC1)C=1C=C(C(=O)O)C=CC1 3-(4-hydroxypiperidin-1-yl)benzoic acid